C(=O)(O)[C@H](CC1=CC=CC=C1)NC(=O)N[C@@H](CCCNC(N)=N)C(=O)N[C@@H](C(C)C)C(=O)N[C@H](CC1=CC=CC=C1)C=O N2-[[[(1S)-1-carboxy-2-phenylethyl]amino]carbonyl]-L-arginyl-N-[(1R)-1-formyl-2-phenylethyl]-L-Valinamide